(R)-2-(1-(6-(5-(hydroxymethyl)-1-methyl-1H-1,2,3-triazol-4-yl)-2-methylpyridin-3-yl)piperidin-3-yl)acetic acid ethyl ester C(C)OC(C[C@@H]1CN(CCC1)C=1C(=NC(=CC1)C=1N=NN(C1CO)C)C)=O